COC(=O)C1=NC(=CN=C1N)C=1C=NC=CC1 3-amino-6-(3-pyridyl)pyrazine-2-carboxylic acid methyl ester